FC1=CC=C(C=C1)C=1C(=C(NC1C1=NC2=NC(=NC=C2N1)N1CCN(CC1)C)C)C(C)=O 1-{4-(4-fluorophenyl)-2-methyl-5-[2-(4-methylpiperazin-1-yl)-7H-purin-8-yl]-1H-pyrrol-3-yl}ethan-1-one